2-((R)-5-azaspiro[2.4]heptane-4-yl)ethan-1-one C1CC12[C@H](NCC2)CC=O